bis(N-(3-thienylmethyl)ethylthiocarbamoyl)disulphide S1C=C(C=C1)CN(C(=S)SSC(N(CC1=CSC=C1)CC)=S)CC